C1(CCCC1)NC(O)=O.C(N)(OC1CCCC1)=O cyclopentyl carbamate (cyclopentyl carbamate)